N-[(Z)-3-Fluoro-2-(6-quinolinyloxymethyl)allyl]Carbamic acid tert-butyl ester C(C)(C)(C)OC(NC/C(=C/F)/COC=1C=C2C=CC=NC2=CC1)=O